1,3-dimethyl-2-hydroxy-9H-thioxanthone CC1=C(C(=CC=2SC3=CC=CC=C3C(C12)=O)C)O